5-ethyl-2-methoxy-N-(4-methoxy-6-((4-((3-methylureido)methyl)-1H-pyrazol-1-yl)methyl)benzo[d]isoxazol-3-yl)benzenesulfonamide C(C)C=1C=CC(=C(C1)S(=O)(=O)NC1=NOC2=C1C(=CC(=C2)CN2N=CC(=C2)CNC(=O)NC)OC)OC